[Cl].[S] sulphur compound with chlorine